CN1C(C2=C(C(=C1)C1=C(C=CC(=C1)S(=O)(=O)C)OC1CCC(CC1)C)C=CN2)=O 6-methyl-4-{2-[(4-methylcyclohexyl)oxy]-5-(methylsulfonyl)phenyl}-1,6-dihydro-7H-pyrrolo[2,3-c]pyridin-7-one